ClC1=CC2=C(C(=N1)CNC(OC(C)(C)C)=O)CN(C2=O)C2=NC(=CC=C2)C2=NN=CN2CCC tert-butyl ({6-chloro-1-oxo-2-[6-(4-propyl-4H-1,2,4-triazol-3-yl)pyridin-2-yl]-2,3-dihydro-1H-pyrrolo[3,4-c]pyridin-4-yl}methyl)carbamate